ClC1=C(OCC)C=CC(=C1)Cl 2,4-dichlorophenoxyethane